2-[4-fluorophenyl]ferrocene FC1=CC=C(C=C1)C=1[CH-]C=CC1.[CH-]1C=CC=C1.[Fe+2]